CC(C)[Si](S)(C(C)C)C(C)C tris(propane-2-yl)silanethiol